C(C)C=1C(=CC=C2C=C(C=C(C12)C1=C(C=C2C(=NC(=NC2=C1F)F)C=1C(=NN2C1CNCCC2)C(=O)N(C)C)F)OCOC)F (7-(8-ethyl-7-fluoro-3-(methoxymethoxy)naphthalen-1-yl)-2,6,8-trifluoroquinazolin-4-yl)-N,N-dimethyl-5,6,7,8-tetrahydro-4H-pyrazolo[1,5-a][1,4]diazepine-2-carboxamide